5-bromo-N'-(2-chloroacetyl)pyrazine-2-carbohydrazide BrC=1N=CC(=NC1)C(=O)NNC(CCl)=O